C(C)(=O)C1=C(C(=O)O)C(=CC=C1)O 2-Acetyl-6-hydroxybenzoic acid